niobium barium magnesium [Mg].[Ba].[Nb]